2-[(3-iodophenyl)methoxy]ethanol trans-Butyl-4-((3-(1-cyclopropyl-1H-pyrazol-4-yl)phenyl)((trans-4-(4-methoxy-3-methylphenyl)cyclohexyl)methyl)carbamoyl)cyclohexanecarboxylate C(CCC)C1(CCC(CC1)C(N(C[C@@H]1CC[C@H](CC1)C1=CC(=C(C=C1)OC)C)C1=CC(=CC=C1)C=1C=NN(C1)C1CC1)=O)C(=O)OCCOCC1=CC(=CC=C1)I